C(C)N1CCN(CC1)CC=1C=CC2=C(SC(=C2)C(=O)O)C1 6-((4-ethylpiperazin-1-yl)methyl)benzo[b]thiophene-2-carboxylic acid